4-amino-2-(1-(2-fluorobenzyl)-5-(isoxazol-3-yl)-1H-pyrazol-3-yl)-5-methyl-6-oxo-6,7-dihydro-5H-pyrrolo[2,3-d]pyrimidine-5-carbohydrazide NC=1C2=C(N=C(N1)C1=NN(C(=C1)C1=NOC=C1)CC1=C(C=CC=C1)F)NC(C2(C(=O)NN)C)=O